ClC=1C=C(C=C(C1)NS(=O)(=O)C)NC(=O)C=1C=NN(C1)C1=C(C=CC=C1OCC1=CN=CO1)F N-(3-chloro-5-(methylsulfonamido)phenyl)-1-(2-fluoro-6-(oxazol-5-ylmethoxy)phenyl)-1H-pyrazole-4-carboxamide